phenylethylphenylpropylphenol C1(=CC=CC=C1)CCC=1C(=C(C=CC1)O)CCCC1=CC=CC=C1